(5-bromo-2-((2-(dimethylamino)ethoxy)methyl)pyridin-3-yl)carbamic acid tert-butyl ester C(C)(C)(C)OC(NC=1C(=NC=C(C1)Br)COCCN(C)C)=O